C(CCCCCCC)C(C(=O)O)(CCCCCCCC(=O)O)CCCCCCCC.C(CCCCCCCCC(=O)OCCCCCCCC)(=O)OCCCCCCCC dioctyl sebacate (dioctyl sebacate)